N-(2-bromo-5-fluoro-4-methoxyphenyl)acetamide BrC1=C(C=C(C(=C1)OC)F)NC(C)=O